R-tryptophan N[C@H](CC1=CNC2=CC=CC=C12)C(=O)O